NC=1N=NC(=CC1C1=CC=C(C=C1)C1CCN(CC1)C1CN(C1)C(=O)OC(C)(C)C)C1=C(C=CC=C1)O tert-butyl 3-(4-(4-(3-amino-6-(2-hydroxyphenyl)pyridazin-4-yl)phenyl)piperidin-1-yl)azetidine-1-carboxylate